3-Fluoro-N-[3-(2-methylphenyl)-6-(isopropyl)-1-oxo-2,3-dihydro-1H-isoindol-4-yl]-5-(trifluoromethyl)benzamide FC=1C=C(C(=O)NC2=C3C(NC(C3=CC(=C2)C(C)C)=O)C2=C(C=CC=C2)C)C=C(C1)C(F)(F)F